C(C)OC(=O)C(C)OC(C1=C(C(=CC=C1Cl)Cl)OC)=O.FC(C=1C=C(C=CC1)N=NC1=CC(=CC=C1)C(F)(F)F)(F)F 3,3'-bistrifluoromethyl-azobenzene 1-(Ethoxycarbonyl)ethyl-3,6-dichloro-2-methoxybenzoat